ClC=1SC(=C(N1)C1=CC(=C(C=C1)OCCOC)F)C1CC1 2-chloro-5-cyclopropyl-4-(3-fluoro-4-(2-methoxyethoxy)phenyl)thiazole